3-(PYRROLIDINO)PHENYLBORONIC ACID N1(CCCC1)C=1C=C(C=CC1)B(O)O